The molecule is an unsaturated fatty acyl-CoA that results from the formal condensation of the thiol group of coenzyme A with the carboxy group of (12Z,15Z,18Z,21Z)-3-oxotetracosatetraenoic acid. It is a 3-oxo-fatty acyl-CoA, an unsaturated fatty acyl-CoA and a very long-chain fatty acyl-CoA. It is a conjugate acid of a (12Z,15Z,18Z,21Z)-3-oxotetracosatetraenoyl-CoA(4-). CC/C=C\\C/C=C\\C/C=C\\C/C=C\\CCCCCCCCC(=O)CC(=O)SCCNC(=O)CCNC(=O)[C@@H](C(C)(C)COP(=O)(O)OP(=O)(O)OC[C@@H]1[C@H]([C@H]([C@@H](O1)N2C=NC3=C(N=CN=C32)N)O)OP(=O)(O)O)O